dimethylpropane-1,3-diol CC(CO)(CO)C